CN1N=CC(=C1)C1=NC=CC(=C1)OC=1C=CC2=C(C(N(CO2)CC2=CC(=CC=C2)C(F)(F)F)=O)C1 6-{[2-(1-methylpyrazol-4-yl)-4-pyridyl]oxy}-3-{[3-(trifluoromethyl)phenyl]methyl}-2H-1,3-benzoxazin-4-one